N-(4-((5-methoxy-4-((2-methoxyethyl)(methyl)amino)-6-((5-methyl-1H-pyrazol-3-yl)amino)pyrimidin-2-yl)thio)phenyl)cyclopropanecarboxamide COC=1C(=NC(=NC1NC1=NNC(=C1)C)SC1=CC=C(C=C1)NC(=O)C1CC1)N(C)CCOC